BrC1=CC(=C2C(NC(C2=C1)=O)C1=C(C=CC(=C1)F)Cl)NC(=O)N1C2(C(C3=CC(=CC=C13)F)(C(F)(F)F)O)CC2 N-(6-bromo-3-(2-chloro-5-fluorophenyl)-1-oxoisoindolin-4-yl)-5'-fluoro-3'-hydroxy-3'-trifluoromethyl-spiro[cyclopropane-1,2'-indoline]-1'-carboxamide